ClC1=NC=C(C(=C1)C1=NC=C(C(=C1)C(F)F)OC[C@@](CC(C)C)(N)C)F (R)-1-((2'-chloro-4-(difluoromethyl)-5'-fluoro-[2,4'-bipyridin]-5-yl)oxy)-2,4-dimethylpentan-2-amine